trans-4-(methylamino)cyclohexan-1-ol CN[C@@H]1CC[C@H](CC1)O